CC(C(=O)O)=CCC 2-methyl-pentenoic acid